FC(C1=C(C=CC=C1)N1N=CC2=C1COC[C@H]2NC(=O)C=2N=CN1C2CCCC1)(F)F (S)-N-(1-(2-(trifluoromethyl)phenyl)-1,4,5,7-tetrahydropyrano[3,4-c]pyrazol-4-yl)-5,6,7,8-tetrahydroimidazo[1,5-a]pyridine-1-carboxamide